4-(4-((1R,5S)-3,8-diazabicyclo[3.2.1]octan-3-yl)-2-(((S)-4,4-difluoropyrrolidin-2-yl)methoxy)-6,8-difluoroquinazolin-7-yl)-5-ethyl-6-fluoronaphthalen-2-ol [C@H]12CN(C[C@H](CC1)N2)C2=NC(=NC1=C(C(=C(C=C21)F)C2=CC(=CC1=CC=C(C(=C21)CC)F)O)F)OC[C@H]2NCC(C2)(F)F